4-chloro-2-methyl-6-((tetrahydrofuran-3-yl)oxy)pyrido[3,4-d]pyrimidine ClC=1C2=C(N=C(N1)C)C=NC(=C2)OC2COCC2